3-(4-hydroxy-7-(thiazol-2-yl)benzo[d]oxazol-2-yl)-3,6-diazabicyclo[3.1.1]heptane-6-carboxylic acid tert-butyl ester C(C)(C)(C)OC(=O)N1C2CN(CC1C2)C=2OC1=C(N2)C(=CC=C1C=1SC=CN1)O